C1(=CC=CC=C1)PC1=CC=CC=C1 (diphenyl)phosphane